C1(=CC=CC=C1)S(=O)(=O)N1C=CC=2C1=NC(=CC2)C(C)=O 1-(1-(phenylsulfonyl)-1H-pyrrolo[2,3-b]pyridin-6-yl)ethan-1-one